ClC1=C(C=C(C=C1)SCCC(=O)O)OC 3-(4-chloro-3-methoxyphenylthio)propionic acid